COC1=C(C=C(C(=C1)OC)OC)C=CC 2,4,5-trimethoxy-1-propenylbenzene